7-[1-(3-chlorophenyl)-3-ethoxycarbonyl-7-oxo-4,5-dihydropyrazolo[3,4-c]pyridin-6-yl]-5-(methoxymethyl)-3,4-dihydro-1H-isoquinoline-2-carboxylic acid tert-butyl ester C(C)(C)(C)OC(=O)N1CC2=CC(=CC(=C2CC1)COC)N1C(C2=C(CC1)C(=NN2C2=CC(=CC=C2)Cl)C(=O)OCC)=O